4-(4-((4-((1'-(tert-butoxycarbonyl)-[4,4'-bipiperidin]-1-yl)methyl)-4'-chloro-4-methyl-3,4,5,6-tetrahydro-[1,1'-biphenyl]-2-yl)methyl)piperazin-1-yl)benzoic acid C(C)(C)(C)OC(=O)N1CCC(CC1)C1CCN(CC1)CC1(CC(=C(CC1)C1=CC=C(C=C1)Cl)CN1CCN(CC1)C1=CC=C(C(=O)O)C=C1)C